C(CCCCCC(C)(C)C)O neo-decyl alcohol